FC(C1=CC=C(C(=O)C2=CC3=C(N=C(S3)NC(=O)C=3OC=CC3)C=C2)C=C1)(F)F N-(6-(4-trifluoromethylbenzoyl)benzo[d]thiazol-2-yl)furan-2-carboxamide